[Mn].OC1=C(C(=O)O)C=CC=C1 hydroxybenzoic acid manganese